6-((5-fluoropyridin-2-yl)amino)-1-(o-tolyl)-1,2-dihydro-3H-pyrazolo[4,3-c]pyridin-3-one FC=1C=CC(=NC1)NC1=CC2=C(C=N1)C(NN2C2=C(C=CC=C2)C)=O